N-(3-(dimethylamino)propyl)-1-((1r,3r)-3-(methylcarbamoyl)cyclobutyl)-2-(3,4,5-trimethoxyphenyl)-1H-benzo[d]imidazole-6-carboxamide CN(CCCNC(=O)C=1C=CC2=C(N(C(=N2)C2=CC(=C(C(=C2)OC)OC)OC)C2CC(C2)C(NC)=O)C1)C